(R)-3-methyl-4-(7-(methylsulfonyl)-2-(1H-pyrrolo[2,3-c]pyridin-4-yl)-7H-pyrrolo[2,3-d]pyrimidin-4-yl)morpholine C[C@H]1N(CCOC1)C=1C2=C(N=C(N1)C1=C3C(=CN=C1)NC=C3)N(C=C2)S(=O)(=O)C